2-amino-2-(1-cyclopropyl-1H-imidazol-2-yl)ethan-1-ol hydrochloride Cl.NC(CO)C=1N(C=CN1)C1CC1